4-[[3-[4-(difluoro-methoxy)phenyl]imidazo[1,2-a]pyrazin-8-yl]amino]-2-methyl-N-[2-[2-oxo-2-(1H-tetrazol-5-ylmethylamino)ethoxy]ethyl]benzamide FC(OC1=CC=C(C=C1)C1=CN=C2N1C=CN=C2NC2=CC(=C(C(=O)NCCOCC(NCC1=NN=NN1)=O)C=C2)C)F